COC=1C=C(C=CC1C)NC(=O)C1CCC(CC1)N1C(NC2=CC=CC(=C2C1)C=C)=O (1s,4s)-N-(3-methoxy-4-methylphenyl)-4-(2-oxo-5-vinyl-1,2-dihydroquinazolin-3(4H)-yl)cyclohexanecarboxamide